di(methyl)tert-butyl-(n-butoxy)silane C[Si](OCCCC)(C(C)(C)C)C